N1=C(C=CC=C1)CCCN1CCC(CC1)NC(CC)=O N-{1-[3-(pyridin-2-yl)propyl]hexahydropyridin-4-yl}propionamide